1,2,3-Cyclopropanetriylidenetris[2,3,5,6-tetrafluoro-4-(trifluoromethyl)benzeneacetonitrile] C1(C(C1=C(C#N)C1=C(C(=C(C(=C1F)F)C(F)(F)F)F)F)=C(C#N)C1=C(C(=C(C(=C1F)F)C(F)(F)F)F)F)=C(C#N)C1=C(C(=C(C(=C1F)F)C(F)(F)F)F)F